1-cyclohexyl-2-ethyl-pentane C1(CCCCC1)CC(CCC)CC